C(OC(C(C)C)OOC(C)(C)CCC)([O-])=O t-hexylperoxyisobutyl monocarbonate